C(C)(C)(C)OC(CCNC(=O)C1=CC2=C(N(C(=N2)NC=2SC3=C(N2)C=CC(=C3)OC(F)(F)F)C)C=C1)=O 3-{[1-Methyl-2-(6-trifluoromethoxy-benzothiazol-2-ylamino)-1H-benzimidazole-5-carbonyl]-amino}-propionic acid tert-butyl ester